4-(3-(4-(((2-(4-(3,5-dimethylisoxazol-4-yl)phenyl)cyclopropyl)amino)methyl)piperidin-1-yl)propyl)-N-hydroxybenzamide TFA Salt OC(=O)C(F)(F)F.CC1=NOC(=C1C1=CC=C(C=C1)C1C(C1)NCC1CCN(CC1)CCCC1=CC=C(C(=O)NO)C=C1)C